2-bromo-5-(tert-butyl)-N1,N1,N3,N3-tetra(naphthalen-2-yl)benzene-1,3-diamine BrC1=C(C=C(C=C1N(C1=CC2=CC=CC=C2C=C1)C1=CC2=CC=CC=C2C=C1)C(C)(C)C)N(C1=CC2=CC=CC=C2C=C1)C1=CC2=CC=CC=C2C=C1